COC1=CC=C(C=C1)C(NC(=O)C=1C(NC(=CC1)C(F)(F)F)=O)C1=CC=C(C=C1)OC N-(bis(4-methoxyphenyl)methyl)-2-oxo-6-(trifluoromethyl)-1,2-dihydropyridine-3-carboxamide